FC=1C=NC=C(C1C1=CC=C(C=C1)[C@H](C)NC(=O)[C@H]1N(C[C@@H](C1)O)C([C@H](C(C)(C)C)NC(OC(C)(C)C)=O)=O)F tert-butyl ((S)-1-((2S,4R)-2-(((S)-1-(4-(3,5-difluoropyridin-4-yl)phenyl)ethyl) carbamoyl)-4-hydroxypyrrolidin-1-yl)-3,3-dimethyl-1-oxobutan-2-yl)carbamate